4-hydroxymethyl-1,3,5-hexanetriol OCC(C(CCO)O)C(C)O